tert-butyl ((2-chloropyridin-3-yl)methyl-d2)(methyl)carbamate ClC1=NC=CC=C1C([2H])([2H])N(C(OC(C)(C)C)=O)C